5-(3-chlorophenyl)-N-(thiazol-2-ylmethyl)-7H-pyrrolo[2,3-d]pyrimidin-4-amine ClC=1C=C(C=CC1)C1=CNC=2N=CN=C(C21)NCC=2SC=CN2